ONC(=O)C12CCN(CC1)CC2 N-hydroxy-1-azabicyclo[2.2.2]octane-4-carboxamide